COC(=O)C1=CNC2=NC=CC(=C21)Br 4-bromo-1H-pyrrolo[2,3-b]Pyridine-3-carboxylic acid methyl ester